C(#N)C=1C=CC(=NC1)[C@H]1N(OCC1)C(=O)C1CCN(CC1)C1=CC(=NC=N1)C(=O)N 6-[4-[(3S)-3-(5-Cyano-2-pyridyl)isoxazolidine-2-carbonyl]-1-piperidyl]pyrimidine-4-carboxamide